(R)-4-(dimethylamino)-3-hydroxybutanoic acid CN(C[C@@H](CC(=O)O)O)C